NC1=C(C(=NN1C(C(F)(F)F)C)Br)C#N 5-amino-3-bromo-1-(1,1,1-trifluoropropan-2-yl)-1H-pyrazole-4-carbonitrile